CC1CC2(NC3=NC(=C(C=C3CC2)C2=NC=CC=N2)C)CN1C([C@H](C)C1=CC(=NC=C1F)OC)=O (2R)-1-(5,7'-dimethyl-6'-(pyrimidin-2-yl)-3',4'-dihydro-1'H-spiro[pyrrolidine-3,2'-[1,8]naphthyridin]-1-yl)-2-(5-fluoro-2-methoxypyridin-4-yl)propan-1-one